(S)-3-((3-(ethoxymethyl)-3-(3-fluoro-phenethyl)pyrrolidin-1-yl)methyl)pyridine C(C)OC[C@@]1(CN(CC1)CC=1C=NC=CC1)CCC1=CC(=CC=C1)F